tert-butyl 5-bromo-2-chloro-3,4-difluorobenzoate BrC=1C(=C(C(=C(C(=O)OC(C)(C)C)C1)Cl)F)F